ClC=1C=CC2=C(N=C(O2)C2CC3(CC(C3)N(C(=O)C3=CC(=NC=C3)S(=O)(=O)CC)C)C2)C1 N-[6-(5-chloro-1,3-benzoxazol-2-yl)spiro[3.3]Heptane-2-yl]-2-ethylsulfonyl-N-methyl-pyridine-4-carboxamide